2-[1-(2,2-difluoroethyl)-1H-pyrazolo[3,4-b]pyrazin-6-yl]-7-[2-methyl-6-(trifluoromethyl)pyrimidin-4-yl]-2,7-diazaspiro[4.4]nonan-3-one FC(CN1N=CC=2C1=NC(=CN2)N2CC1(CC2=O)CN(CC1)C1=NC(=NC(=C1)C(F)(F)F)C)F